1'-[(S)-2-hydroxy-1-methylethyl]-5-chlorospiro[indoline-3,4'-piperidin]-2-one OC[C@H](C)N1CCC2(CC1)C(NC1=CC=C(C=C12)Cl)=O